2-Chloro-4-methyl-6-(1-methyl-1H-pyrazol-4-yl)nicotinic acid methyl ester COC(C1=C(N=C(C=C1C)C=1C=NN(C1)C)Cl)=O